C(N)(=O)C1=CC(=C2C=NN(C2=C1)C)C=1NC(=CN1)C1=CC(=NN1CC)C(=O)O 5-[2-(6-carbamoyl-1-methyl-1H-indazol-4-yl)-1H-imidazol-5-yl]-1-ethyl-1H-pyrazole-3-carboxylic acid